COC(=O)C1(CC(C1)=O)C1=CC(=CC=C1)Br.ClC=1C=C2C(C(N(C2=CC1)C1=CC=CC=C1)=C)(C)C 5-chloro-1-phenyl-3,3-dimethyl-2-methyleneindoline methyl-1-(3-bromophenyl)-3-oxocyclobutane-1-carboxylate